4-(3-Chloroanilino)-2'-[(2R)-2-methyl-3-{[(5R)-5-methyl-5,6,7,8-tetrahydroquinolin-4-yl]oxy}propyl]-6'-(methylsulfanyl)-2',3'-dihydrospiro[cyclohexane-1,1'-indene]-4-carboxylic acid ClC=1C=C(NC2(CCC3(C(CC4=CC=C(C=C34)SC)C[C@H](COC3=CC=NC=4CCC[C@H](C34)C)C)CC2)C(=O)O)C=CC1